m-iodobenzoic acid IC=1C=C(C(=O)O)C=CC1